N-methyl-4-(((7-methyl-2-(trifluoromethyl)imidazo[1,2-a]pyridin-5-yl)amino)methyl)-4-phenylpiperidine-1-carboxamide CNC(=O)N1CCC(CC1)(C1=CC=CC=C1)CNC1=CC(=CC=2N1C=C(N2)C(F)(F)F)C